OC(=O)C(F)(F)F.[C@@H]12N(C[C@@H](NC1)C2)C2=CC=C(C=N2)C2=NOC(=N2)C(F)(F)F 3-(6-((1S,4S)-2,5-diazabicyclo[2.2.1]heptan-2-yl)pyridin-3-yl)-5-(trifluoromethyl)-1,2,4-oxadiazole TFA Salt